6'-(((1S,3S)-3-((5,6-Dimethylpyrazin-2-yl)amino)cyclopentyl)amino)-5-methoxy-2H-[1,3'-bipyridin]-2-one CC=1N=CC(=NC1C)N[C@@H]1C[C@H](CC1)NC1=CC=C(C=N1)N1C(C=CC(=C1)OC)=O